N-[(1S)-2,2-Dicyclopropyl-1-{5-[(1S)-3,3-difluoro-1-(2,2,2-trifluoroethylcarbamoyl)-propyl]-4-fluoro-1H-benzimidazol-2-yl}ethyl]-4-methyl-1,2,5-oxadiazole-3-carboxamide C1(CC1)C([C@@H](C1=NC2=C(N1)C=CC(=C2F)[C@H](CC(F)F)C(NCC(F)(F)F)=O)NC(=O)C2=NON=C2C)C2CC2